(S)-3-(6-(difluoromethoxy)pyridin-3-yl)-3-(2-oxo-3-((3-((5,6,7,8-tetrahydro-1,8-naphthyridin-2-yl)methyl)oxetan-3-yl)methyl)imidazolidin-1-yl)propanoic Acid FC(OC1=CC=C(C=N1)[C@H](CC(=O)O)N1C(N(CC1)CC1(COC1)CC1=NC=2NCCCC2C=C1)=O)F